2-[5-chloro-2-methyl-4-(2,2,2-trifluoro-1,1-dimethyl-ethyl)phenyl]-5-(2,5-dimethyl-1,2,4-triazol-3-yl)-1H-1,6-naphthyridin-4-one ClC=1C(=CC(=C(C1)C=1NC2=CC=NC(=C2C(C1)=O)C=1N(N=C(N1)C)C)C)C(C(F)(F)F)(C)C